3-(3-methoxyazetidin-1-yl)bicyclo[3.1.0]Hexane-6-carboxamide COC1CN(C1)C1CC2C(C2C1)C(=O)N